C(=O)(C=C)N1CCN(CC1)C1=C(C(=NC2=C(C=CC=C12)OC1=C2C=NNC2=C(C=C1C)F)C1=C2CCN(CC2=CC=C1)C)C#N 4-(4-Acrylpiperazin-1-yl)-8-((7-fluoro-5-methyl-1H-indazol-4-yl)oxy)-2-(2-methyl-1,2,3,4-tetrahydroisoquinolin-5-yl)quinoline-3-carbonitrile